(R)-2'-((triisopropylsilyl)oxy)-(1,1'-binaphthyl) C(C)(C)[Si](OC1=C(C2=CC=CC=C2C=C1)C1=CC=CC2=CC=CC=C12)(C(C)C)C(C)C